C(CC(C)C)OC(CCC1C(CC(CC1)CCC(=O)OCCC(C)C)CCC(=O)OCCC(C)C)=O tri(isopentyl)-cyclohexane-1,2,4-tripropionate